3-azido-3-phenylindolin-2-one N(=[N+]=[N-])C1(C(NC2=CC=CC=C12)=O)C1=CC=CC=C1